N-(4,4-difluoropyrrolidin-3-yl)-5-((2-hydroxypyridin-3-yl)methoxy)-2-methylbenzofuran-3-carboxamide FC1(C(CNC1)NC(=O)C1=C(OC2=C1C=C(C=C2)OCC=2C(=NC=CC2)O)C)F